NC=1N=NC(=CC1N1CC2CCC(C1)N2C2=CC(=NC=C2)C#CCN2CC(CC2)(O)C)C2=C(C=CC=C2)O 1-[3-[4-[3-[3-amino-6-(2-hydroxyphenyl)pyridazin-4-yl]-3,8-diazabicyclo[3.2.1]octan-8-yl]-2-pyridyl]prop-2-ynyl]-3-methyl-pyrrolidin-3-ol